C1(CC=CC=C1)(C1=CC=CC=C1)CO 1-biphenylmethanol